6-(6-(4-Methylpiperazin-1-yl)imidazo[1,2-a]pyridin-3-carbonyl)-N-(3-(trifluoromethyl)phenyl)-4,5,6,7-tetrahydrothieno[2,3-c]pyridin-3-carboxamid CN1CCN(CC1)C=1C=CC=2N(C1)C(=CN2)C(=O)N2CC1=C(CC2)C(=CS1)C(=O)NC1=CC(=CC=C1)C(F)(F)F